N1CCC(CC1)CCCC1CCNCC1 1,3-bis-4-Piperidylpropan